ammonium taurine sulfate S(=O)(=O)([O-])[O-].NCCS(=O)(=O)O.[NH4+].[NH4+]